C(C=C)C1(C(=O)OCCC1)CC=C α,α-diallyl-δ-valerolactone